8-(tert-butyl)-N-(5-(tert-butyl)-[1,1'-biphenyl]-2-yl)dibenzo[b,d]furan-2-amine C(C)(C)(C)C=1C=CC2=C(C3=C(O2)C=CC(=C3)NC3=C(C=C(C=C3)C(C)(C)C)C3=CC=CC=C3)C1